O1C=C(C2=C1C=CC=C2)C[C@H](NS(=O)(=O)C2=CC(=CC=C2)C(C)=O)B(O)O (benzofuran-3-yl)-1-(R)-(3-acetylbenzenesulfonamido)ethylboronic acid